2-(naphthalen-1-ylmethyl)pyridine C1(=CC=CC2=CC=CC=C12)CC1=NC=CC=C1